4-(benzo[d]oxazolin-2(3H)-one-5-yl)-N2-[3-cyano-2-((1S,4S)-5-methyl-2,5-diazabicyclo[2.2.1]hept-2-yl)pyridin-5-yl]-5-methyl-2,4-pyrimidinediamine O1C(NC2=C1C=CC(=C2)C2(NC(=NC=C2C)NC=2C=C(C(=NC2)N2[C@@H]1CN([C@H](C2)C1)C)C#N)N)=O